2-(benzyloxy)-4-fluoro-1-methoxybenzene C(C1=CC=CC=C1)OC1=C(C=CC(=C1)F)OC